CN1N=C(C(=C1)C=1C(=NC(=CC1)C(=O)N)C=1C=NC=C(C1)NC1CCOCC1)C1=NC=CC=C1 (1-methyl-3-(pyridin-2-yl)-1H-pyrazol-4-yl)-5'-((tetrahydro-2H-pyran-4-yl)amino)-[2,3'-bipyridine]-6-carboxamide